(1r,4r)-4-(((6-(2-chloro-3-(2-(4-((((1s,4s)-4-hydroxycyclohexyl)amino)methyl)-3-methoxyphenyl)-3-methylpyridin-4-yl)phenyl)-2-methoxypyridin-3-yl)methyl)amino)cyclohexan-1-ol ClC1=C(C=CC=C1C1=C(C(=NC=C1)C1=CC(=C(C=C1)CNC1CCC(CC1)O)OC)C)C1=CC=C(C(=N1)OC)CNC1CCC(CC1)O